1-[(3aS,7aS)-1-[6-[2-hydroxy-6-methyl-4-(trifluoromethyl)phenyl]pyridazin-3-yl]-3,3a,4,5,7,7a-hexahydro-2H-pyrrolo[2,3-c]pyridin-6-yl]ethanone OC1=C(C(=CC(=C1)C(F)(F)F)C)C1=CC=C(N=N1)N1CC[C@@H]2[C@H]1CN(CC2)C(C)=O